(4-((5-fluoro-2-methoxybenzamido)methyl)phenyl)-4-(pyrrolidin-1-yl)-1H-pyrazolo[4,3-c]pyridine-7-carboxamide FC=1C=CC(=C(C(=O)NCC2=CC=C(C=C2)N2N=CC=3C(=NC=C(C32)C(=O)N)N3CCCC3)C1)OC